N-(cyclopropylmethyl)-N,1-dimethyl-5-(4-(5-(trifluoromethyl)-1,2,4-oxadiazol-3-yl)pyridin-2-yl)-1H-pyrrolo[2,3-c]pyridine-2-carboxamide hydrochloride Cl.C1(CC1)CN(C(=O)C1=CC=2C(=CN=C(C2)C2=NC=CC(=C2)C2=NOC(=N2)C(F)(F)F)N1C)C